(1R,2S)-fluoro-amino-cyclopropane FC1(CC1)N